COCC(=O)OC1=C(C(=C(C(=C1F)F)F)F)F perfluorophenyl 2-methoxyacetate